CC=1C=C(NN1)N 5-methyl-2H-pyrazol-3-yl-amine